C(C)N1N=C(C=C1C(=O)NC(C(=O)O)\C=C\C(C)(C)C)CC(C)C (E)-2-(1-ethyl-3-isobutyl-5-pyrazolylcarbonylamino)-5,5-dimethyl-3-hexenoic acid